2,2,2-trichloroethyl N-[5-tert-butyl-2-[3-[(dimethylamino)methyl]phenyl]pyrazol-3-yl]carbamate C(C)(C)(C)C=1C=C(N(N1)C1=CC(=CC=C1)CN(C)C)NC(OCC(Cl)(Cl)Cl)=O